C[C@@]12[C@H](CC[C@H]1[C@@H]1CCC3=C[C@H](CC[C@]3(C)[C@H]1CC2)O)O androst-4-ene-3β,17β-diol